3-(2,6-dichloro-4-(2-(4-(3-chloro-2-hydroxypropoxy)phenyl)propan-2-yl)phenoxy)propane-1,2-diol ClC1=C(OCC(CO)O)C(=CC(=C1)C(C)(C)C1=CC=C(C=C1)OCC(CCl)O)Cl